OC1=C(C=C(C=C1)C(C)(C)C1=CC(=C(C=C1)O)Br)Br 2,2-bis(4-hydroxy-3-bromophenyl)propane